ClC=1C=CC(=C(C=O)C1)C=1C=NC(=NC1)C1CC1 5-chloro-2-(2-cyclopropylpyrimidin-5-yl)benzaldehyde